FC1=C(COC2=CC=3C[C@@H]4[C@H](C3C=C2)[C@H]4C(=O)OCC)C=C(C=C1)C=1C(=NC(=CC1)OCC1CCOCC1)C (1S,1aS,6aR)-4-((2-fluoro-5-(2-methyl-6-((tetrahydro-2H-pyran-4-yl)methoxy)pyridin-3-yl)benzyl)oxy)-1,1a,6,6a-tetrahydrocyclopropa[a]indene-1-carboxylic acid, ethyl ester